FC=1C=2N(C=C(C1)NC(=O)C=1C=CC(=C3N=CC(=NC13)C)N1CCN(CC1)C(=O)OC(C)(C)C)C=C(N2)C tert-butyl 4-[8-({8-fluoro-2-methylimidazo[1,2-a]pyridin-6-yl}carbamoyl)-2-methylquinoxalin-5-yl]piperazine-1-carboxylate